3-(1-oxo-5-(((1R,2R)-2-((3aR,6aS)-tetrahydro-1H-furo[3,4-c]pyrrol-5(3H)-yl)cyclopentyl)oxy)isoindolin-2-yl)piperidine-2,6-dione O=C1N(CC2=CC(=CC=C12)O[C@H]1[C@@H](CCC1)N1C[C@@H]2[C@H](C1)COC2)C2C(NC(CC2)=O)=O